N-[(2-fluorophenyl)methyl]-2-[5-oxo-1-[[3-(trifluoromethyl)phenyl]methyl]pyrrolidine-2-yl]acetamide FC1=C(C=CC=C1)CNC(CC1N(C(CC1)=O)CC1=CC(=CC=C1)C(F)(F)F)=O